C1(CC2C(CC1)O2)CC[Si](CC)(CC)OCCOC β-(3,4-epoxycyclohexyl)ethyl-methoxyethoxydiethylsilane